C(C)OC(C(CCCCl)(C)C)=O 5-chloro-2,2-dimethylvaleric acid ethyl ester